N-(5,6-dimethoxybenzothiazol-2-yl)-2-(4-chlorophenoxy)-2-[4-(ethylsulfonyl)phenyl]acetamide COC=1C(=CC2=C(N=C(S2)NC(C(C2=CC=C(C=C2)S(=O)(=O)CC)OC2=CC=C(C=C2)Cl)=O)C1)OC